N-(3-fluoro-5-iodo-4-methylphenyl)acetamide FC=1C=C(C=C(C1C)I)NC(C)=O